BrC=1C=C2C(=NC1)N(C=C2I)S(=O)(=O)C2=CC=C(C)C=C2 5-bromo-3-iodo-1-(toluene-4-sulfonyl)-pyrrolo[2,3-b]pyridine